C(#C)C1=C2C(=CC(=CC2=CC=C1F)O)C1=C(C=C2C(=NC(=NC2=C1F)OC[C@]12CCCN2C[C@@H](C1)F)N1CCOCCC1)C(F)(F)F 5-ethynyl-6-fluoro-4-(8-fluoro-2-(((2R,7aS)-2-fluorotetrahydro-1H-pyrrolizin-7a(5H)-yl)methoxy)-4-(1,4-oxazepan-4-yl)-6-(trifluoromethyl)quinazolin-7-yl)naphthalen-2-ol